C(#N)C1=CC=C(COC2=C(C=CC(=N2)C2=C(C(=C(CC3=NC4=C(N3[C@@H]3COCC3(C)C)C=C(C=C4F)C(=O)O)C(=C2)F)F)F)F)C=C1 (S)-2-(4-(6-((4-cyanobenzyl)oxy)-5-fluoropyridin-2-yl)-2,3,6-trifluorobenzyl)-1-(4,4-dimethyltetrahydrofuran-3-yl)-4-fluoro-1H-benzo[d]imidazole-6-carboxylic acid